(2R,3R,4S,5R)-2-(6-amino-2-fluoro-9H-purin-9-yl)-4-(benzyloxy)-5-((benzyloxy) methyl)-5-methyltetrahydrofuran-3-yl acetate C(C)(=O)O[C@H]1[C@@H](O[C@]([C@H]1OCC1=CC=CC=C1)(C)COCC1=CC=CC=C1)N1C2=NC(=NC(=C2N=C1)N)F